5-(4-bromo-6-chloro-1-(tetrahydro-2H-pyran-2-yl)-1H-indazol-5-yl)pentanoate BrC1=C2C=NN(C2=CC(=C1CCCCC(=O)[O-])Cl)C1OCCCC1